FC1=CN=C(C2=CC(=C(C=C12)C(=O)N)OC(C)C)OC[C@H]1NC(CC1)=O 4-fluoro-1-{[(2S)-5-oxopyrrolidin-2-yl]methoxy}-7-(prop-2-yloxy)isoquinoline-6-carboxamide